N-(2-(5-(benzyloxy)-3'-(morpholinomethyl)-[1,1'-biphenyl]-2-yl)ethyl)acetamide C(C1=CC=CC=C1)OC=1C=CC(=C(C1)C1=CC(=CC=C1)CN1CCOCC1)CCNC(C)=O